[Na+].S(=O)(=O)(O)C1=C(C(=O)OCCOCCO)C=CC=C1C(=O)[O-] diethylene glycol 5-sulfoisophthalate sodium